2-Ethyl-3-oxobutanenitrile C(C)C(C#N)C(C)=O